ethyl 2-(3-fluoro-2-methoxy-5-((4-methyloxazol-5-yl)methyl)phenyl)acetate FC=1C(=C(C=C(C1)CC1=C(N=CO1)C)CC(=O)OCC)OC